2-bromo-1-(4-chloro-3-(trifluoromethyl)phenyl)-3-methylbutan-1-one BrC(C(=O)C1=CC(=C(C=C1)Cl)C(F)(F)F)C(C)C